C1(CC1)C1=C(C(=NO1)C1=C(C=CC=C1Cl)Cl)CO[C@H]1C[C@@H](N(CC1)C1=CC=C(/C(/N)=N/O)C=C1)C (Z)-4-((2S,4R)-4-((5-cyclopropyl-3-(2,6-dichlorophenyl)isoxazol-4-yl)methoxy)-2-methylpiperidin-1-yl)-N'-hydroxybenzimidamide